FC1=CC=C(C=C1)C(N1CCN(CC1)C1=C(C(N(C2=CC=CN=C12)C)=O)Br)C1=CC=C(C=C1)F 4-(4-(bis(4-fluorophenyl)methyl)piperazin-1-yl)-3-bromo-1-methyl-1,5-naphthyridin-2(1H)-one